cyanoethyl-N-hydroxyethyl-aniline C(#N)CCN(C1=CC=CC=C1)CCO